FC1=CC(=C(C(=C1)C(C)C)NC(=O)NS(=O)(=O)/C=C/[C@H]1N(CCC1)C(=O)OC(C)(C)C)C(C)C tert-butyl (S,E)-2-(2-(N-((4-fluoro-2,6-diisopropylphenyl)carbamoyl)sulfamoyl)vinyl)-pyrrolidine-1-carboxylate